(E)-N-(1-(2-(3-(hydroxyamino)-3-oxoprop-1-en-1-yl)phenyl)piperidin-4-yl)-5-methylpyrazine-2-carboxamide ONC(/C=C/C1=C(C=CC=C1)N1CCC(CC1)NC(=O)C1=NC=C(N=C1)C)=O